FC(OC1=C(C=C(C=C1)OC1=CC=C2CCNCC2=C1)C1=NN(C=C1NC(=O)C=1C=NN2C1N=CC=C2)C2COC2)F N-(3-(2-(difluoromethoxy)-5-((1,2,3,4-tetrahydroisoquinolin-7-yl)oxy)phenyl)-1-(oxetan-3-yl)-1H-pyrazol-4-yl)pyrazolo[1,5-a]pyrimidine-3-carboxamide